[Cl-].C(C)[NH3+] ethan-1-aminium chloride